C(CC)(=O)[O-].[NH+]12CCCN=C2NCCC1 1,5,7-triazabicyclo[4.4.0]dec-5-enium propionate